6-bromo-3-cyanopyrazolo[1,5-a]pyridine BrC=1C=CC=2N(C1)N=CC2C#N